4'-fluorobiphenyl-4-carbaldehyde FC1=CC=C(C=C1)C1=CC=C(C=C1)C=O